N1N=NN=C1CCS(=O)(=N)CC[C@@H](C(=O)OC)NC(=O)OC(C)(C)C (2S)-methyl 4-(2-(1H-tetrazol-5-yl)ethylsulfonimidoyl)-2-((tert-butoxycarbonyl)amino)butanoate